(1s,4S)-4-(3-chloro-2-methylanilino)-5'-fluoro-2'-[(2R)-3-hydroxy-2-methylpropyl]-2',3'-dihydrospiro[cyclohexane-1,1'-isoindole]-4-carboxylic acid ClC=1C(=C(NC2(CCC3(N(CC4=CC(=CC=C34)F)C[C@H](CO)C)CC2)C(=O)O)C=CC1)C